Cl.ClC=1C=NC=CC1[C@H](C)N (1S)-1-(3-chloropyridin-4-yl)ethan-1-amine-hydrochloride salt